C[C@H]1O[C@H](CC(C1)NC1=NC=CC2=C1C(=NN2)C=2N=CN(C2)C(C)C)C N-((2R,4R,6S)-2,6-dimethyltetrahydro-2H-pyran-4-yl)-3-(1-isopropyl-1H-imidazol-4-yl)-1H-pyrazolo[4,3-c]pyridine-4-amine